C(=C)OCC(C)OC=C propylene glycol DIVINYL ETHER